(R)-3-(1-(tert-butoxycarbonyl)pyrrolidin-2-yl)-2-fluoroprop-2-enoic acid C(C)(C)(C)OC(=O)N1[C@H](CCC1)C=C(C(=O)O)F